BrC1=CC=C(C=C1)C1=CC2=C(S1)C=CC(=C2)C2=CC=CC=C2 2-(4-bromophenyl)-5-phenylbenzo[b]thiophene